ClC=1C(=NC(=NC1)NC=1C=CC(=C(C(=O)OC)C1)B1OCC(CO1)(C)C)SC methyl 5-((5-chloro-4-(methylthio)pyrimidin-2-yl)amino)-2-(5,5-dimethyl-1,3,2-dioxaborinan-2-yl)benzoate